ethyl 7-(benzyloxy)-5-propionyl-6,7-dihydro-5H-pyrrolo[1,2-b][1,2,4]triazole-2-carboxylate C(C1=CC=CC=C1)OC1CC(N2N=C(N=C21)C(=O)OCC)C(CC)=O